2-((1S,2R,3R,6S,8S)-2-(aminomethyl)tricyclo[4.2.1.03,8]Nonan-2-yl)acetic acid benzenesulfonate C1(=CC=CC=C1)S(=O)(=O)O.NC[C@]1([C@@H]2[C@H]3C[C@H](CC[C@@H]13)C2)CC(=O)O